NC1=C2N=C(N(C2=NC=N1)CCNC(=O)C1CC1)SC1=CC2=C(OCO2)C=C1C#C Cyclopropanecarboxylic acid {2-[6-amino-8-(6-ethynyl-benzo[1,3]dioxol-5-ylsulfanyl)-purin-9-yl]-ethyl}-amide